C(C)OC1CN(C1)C(=O)C1CCCC=2C(=CN=CC12)C=1C=C2CCC(N(C2=CC1)C)=O 6-(8-(3-ethoxyazetidine-1-carbonyl)-5,6,7,8-tetrahydroisoquinolin-4-yl)-1-methyl-3,4-dihydro-quinolin-2(1H)-one